NCCC(CCCCC)O 1-amino-3-octanol